ClC1=C2C=CN(C2=C(C=C1)C(=O)NC1CC2(CCC2)C1)CC1=CC=C(C=C1)C1=CC=NC=C1 (Ra)-6-(4-Chloro-1-(4-(pyridin-4-yl)benzyl)-1H-indol-7-carboxamido)spiro[3.3]heptan